FC1=C(C=NC2=C(C=CC=C2)O)C=CC(=C1F)C#CC1=CC=C(C=C1)OCCCCC 2-((2,3-difluoro-4-((4-(pentyloxy)phenyl)ethynyl)benzylidene)amino)phenol